7-chloro-N-((S)-1-(((S)-1-cyano-2-((S)-2-oxopiperidin-3-yl)ethyl)amino)-3-cyclopropyl-1-oxopropan-2-yl)-5-fluoro-1H-indole-2-carboxamide ClC=1C=C(C=C2C=C(NC12)C(=O)N[C@H](C(=O)N[C@@H](C[C@H]1C(NCCC1)=O)C#N)CC1CC1)F